C(C)(C)(C)OC(NCC1=CC(=CC=C1)C1=NN(C(C2=CC=CC=C12)=O)C)=O 3-(3-methyl-4-oxo-3,4-dihydro-phthalazin-1-yl)benzyl-carbamic acid tert-butyl ester